C(CCCOCC(CC=CC(=O)[O-])O)OCC(CC=CC(=O)[O-])O 1,4-butanediylbis[oxy(2-hydroxy-3,1-propanediyl)]bisacrylate